NC=1C=C2C(=NC1N1CCC(CC1)CO)OC(C2)(C)C [1-(5-Amino-2,2-dimethyl-3H-furo[2,3-b]pyridin-6-yl)-4-piperidyl]methanol